N-[5-cyclopropyl-1-(8-fluoroquinolin-5-yl)piperidin-3-yl]-2-(morpholin-4-yl)acetamide indium-silicon-cadmium [Cd].[Si].[In].C1(CC1)C1CC(CN(C1)C1=C2C=CC=NC2=C(C=C1)F)NC(CN1CCOCC1)=O